[(4-methylmorpholin-2-yl)methyl]-1,7-naphthyridine-6-carboxamide CN1CC(OCC1)CC1=NC2=CN=C(C=C2C=C1)C(=O)N